(R)-2-Chloro-4-((4-(6-chloro-5-fluoro-2-oxo-1,2-dihydrospiro[benzo[d][1,3]oxazine-4,3'-piperidine]-1'-carbonyl)-1H-pyrazol-1-yl)methyl)benzonitrile ClC1=C(C#N)C=CC(=C1)CN1N=CC(=C1)C(=O)N1C[C@@]2(CCC1)C1=C(NC(O2)=O)C=CC(=C1F)Cl